[2-(2-cyanophenyl)-1-methylpyrrolo[2,3-c]pyridin-5-yl]cyclopropanecarboxamide C(#N)C1=C(C=CC=C1)C1=CC=2C(=CN=C(C2)C2(CC2)C(=O)N)N1C